methyl-(2-(((benzyloxy)carbonyl)amino)acetamide) acetate C(C)(=O)O.CC(C(=O)N)NC(=O)OCC1=CC=CC=C1